FC1=CC=C(C=C1)C1=NOC(=C1COC1=CC=C2N(CCC3=CC=CC=C23)C1=O)C 3-((3-(4-fluorophenyl)-5-methylisoxazol-4-yl)methoxy)-6,7-dihydro-4H-pyrido[2,1-a]isoquinolin-4-one